tert-Butyl 8-methyl-7-(methylamino)-3,4-dihydroisoquinoline-2(1H)-carboxylate CC=1C(=CC=C2CCN(CC12)C(=O)OC(C)(C)C)NC